BrC=1C2=C(C(N(C1)C)=O)NC(=C2C(=O)OCC)C2CC2 ethyl 4-bromo-2-cyclopropyl-6-methyl-7-oxo-6,7-dihydro-1H-pyrrolo[2,3-c]pyridine-3-carboxylate